((9aR,10R,12R,12aR)-12-(4-aminopyrrolo[2,1-f][1,2,4]triazin-7-yl)-12-cyano-2,8-dioxodecahydro-2H-furo[3,4-b][1,4]dioxacycloundecin-10-yl)methyl isopropyl carbonate C(OC[C@H]1O[C@@]([C@@H]2OC(CCCCCC(O[C@@H]21)=O)=O)(C#N)C2=CC=C1C(=NC=NN12)N)(OC(C)C)=O